N-(5-(N-(4-chlorophenyl)sulfamoyl)-6-methoxypyridin-3-yl)-2-phenyl-1H-imidazole-5-carboxamide ClC1=CC=C(C=C1)NS(=O)(=O)C=1C=C(C=NC1OC)NC(=O)C1=CN=C(N1)C1=CC=CC=C1